3-methyl-oxetan-3-carboxylic acid CC1(COC1)C(=O)O